(10-aminodecyl)-triphenylphosphonium bromide hydrochloride Cl.[Br-].NCCCCCCCCCC[P+](C1=CC=CC=C1)(C1=CC=CC=C1)C1=CC=CC=C1